diethyl carbonate, lithium salt [Li].C(OCC)(OCC)=O